1-(1-(2-fluorophenyl)-5-methyl-1H-1,2,3-triazol-4-yl)ethan-1-ol FC1=C(C=CC=C1)N1N=NC(=C1C)C(C)O